CC=1C=C(C=NC1)C(=O)N1CCC(CC1)=C1C=2C=CC=CC2C=CC=2C=CC=CC12 (5-methyl-3-pyridyl)-[4-(2-tricyclo[9.4.0.03,8]pentadeca-1(11),3(8),4,6,9,12,14-heptaenylidene)-1-piperidyl]methanone